2-[(4-tert-butyl-2-fluoro-5-methoxy-phenyl)methyl]-N-[[1-(trifluoromethyl)cyclopropyl]methyl]-1H-benzimidazole-5-carboxamide C(C)(C)(C)C1=CC(=C(C=C1OC)CC1=NC2=C(N1)C=CC(=C2)C(=O)NCC2(CC2)C(F)(F)F)F